FC1=C(C=CC=C1)C1=C(N=C(C=2N1N=CC2)N2CCC1(CC2)[C@@H](C2=C(N=C(O2)C)C1)N)C (6S)-1'-[7-(2-fluorophenyl)-6-methyl-pyrazolo[1,5-a]pyrazin-4-yl]-2-methyl-spiro[4,6-dihydrocyclopenta[d]oxazole-5,4'-piperidine]-6-amine